FC1([C@@H]([C@@H](N(C1)C(=O)C1(CCC1)O)CC1=C(C(=CC=C1)C1=NC(=C(C=C1)F)C)F)NS(N(C)C)(=O)=O)F N'-[(2S,3R)-4,4-difluoro-2-{[2-fluoro-3-(5-fluoro-6-methylpyridin-2-yl)phenyl]-methyl}-1-(1-hydroxycyclobutane-1-carbonyl)pyrrolidin-3-yl]-N,N-dimethyl-sulfuric diamide